1-(6-bromo-2-methoxyquinolin-3-yl)-4-(dimethylamino)-2-(1-naphthalenyl)-1-phenyl-butan-2-ol BrC=1C=C2C=C(C(=NC2=CC1)OC)C(C(CCN(C)C)(O)C1=CC=CC2=CC=CC=C12)C1=CC=CC=C1